CC1=C(C2=C(N=C1)N(N=C2)C2OCCCC2)C=O 5-Methyl-1-(tetrahydro-2H-pyran-2-yl)-1H-pyrazolo[3,4-b]pyridine-4-carbaldehyde